6-(2-methylimidazo[1,2-a]pyridin-7-yl)-5-(1H-pyrazol-4-yl)picolinonitrile CC=1N=C2N(C=CC(=C2)C2=C(C=CC(=N2)C#N)C=2C=NNC2)C1